C(C)(C)(C)OC(=O)N1CC(C1)(F)COC(=O)N1CCC(CC1)NC1=NC(=NC=2N1N=CC2C(C)C)C 4-((8-isopropyl-2-methylpyrazolo[1,5-a][1,3,5]triazin-4-yl)amino)piperidine-1-carboxylic acid (1-(tert-butoxycarbonyl)-3-fluoroazetidin-3-yl)methyl ester